(4-(1H-benzimidazol-2-yl)benzylidene)-N-phenylhydrazine N1C(=NC2=C1C=CC=C2)C2=CC=C(C=NNC1=CC=CC=C1)C=C2